((4-bromo-1H-pyrazol-3-yl)methyl)-3-(3-chloro-4-fluorophenyl)-1-(4-methoxyphenyl)urea BrC=1C(=NNC1)CN(C(=O)NC1=CC(=C(C=C1)F)Cl)C1=CC=C(C=C1)OC